2,2,3,3-tetramethylcyclopropaneformyl chloride CC1(C(C1(C)C)C(=O)Cl)C